ClC1=CC(=C(C=C1)C1(OC2=C(OC1=C=O)C=CC=C2C2CCN(CC2)CC2=NC1=C(N2C[C@H]2OCC2)C=C(C=C1)C(=O)O)C)F 2-((4-(3-(4-Chloro-2-fluorophenyl)-3-methyl-2-carbonyl-2,3-dihydrobenzo[b][1,4]dioxin-5-yl)piperidin-1-yl)methyl)-1-(((S)-oxetan-2-yl)methyl)-1H-benzo[d]imidazole-6-carboxylic acid